tert-Butyl 4-{5-[(4-methylbenzene-1-sulfonyl)oxy]pentyl}benzoate CC1=CC=C(C=C1)S(=O)(=O)OCCCCCC1=CC=C(C(=O)OC(C)(C)C)C=C1